CC([O-])C.N(CCO)(CCO)CCO.[Ti+4].CC([O-])C.CC([O-])C.CC([O-])C titanium (IV) triethanolamine isopropoxide